5-(2-(dimethylamino)-5-hydroxyphenyl)nicotinohydrazide CN(C1=C(C=C(C=C1)O)C=1C=NC=C(C(=O)NN)C1)C